FC1=CC=C(C=C1)N1N=CC2=CC(=C(C=C12)C)C1(CN(CC1)S(=O)(=O)C)CC=1C=NC=CC1 1-(4-fluorophenyl)-6-methyl-5-(1-(methylsulfonyl)-3-(pyridin-3-ylmethyl)pyrrolidin-3-yl)-1H-indazole